[3-cyclopropyl-1-(oxan-2-yl)-1H-pyrazol-5-yl]boronic acid C1(CC1)C1=NN(C(=C1)B(O)O)C1OCCCC1